(4-fluorophenyl)-2-phenylethane-1,2-dione FC1=CC=C(C=C1)C(C(=O)C1=CC=CC=C1)=O